2-(4-cyclopropyl-6-methoxypyrimidin-5-yl)-N-((2-(trifluoromethyl)-6,7-dihydro-5H-benzo[c]imidazo[1,2-a]azepin-9-yl)methyl)imidazo[2,1-f][1,2,4]triazin-4-amine C1(CC1)C1=NC=NC(=C1C1=NN2C(C(=N1)NCC1=CC3=C(C=4N(CCC3)C=C(N4)C(F)(F)F)C=C1)=NC=C2)OC